C(=O)C=1N=C(SC1)C1CCN(CC1)C(CC1=C(C=CC(=C1)C)C)=O 4-(4-formyl-2-thiazolyl)-1-[2-(2,5-dimethylphenyl)acetyl]piperidine